5-(benzylthio)-4-chloro-2-methylpyridine C(C1=CC=CC=C1)SC=1C(=CC(=NC1)C)Cl